ClC=1C=C(C2=C(C=C(O2)C(=O)N[C@@H]2C[C@@H](C2)O)C1)C1=C(C=CC(=C1)C#N)OC(C)C Cis-5-chloro-7-(5-cyano-2-isopropoxy-phenyl)-N-(3-hydroxycyclobutyl)benzofuran-2-carboxamide